3-methyl-phenyl-2,3,4,5-tetrahydro-1H-benzo[d]azepin-7-ol CC=1C=C(C=CC1)C1CNCCC2=C1C=CC(=C2)O